FC=1C=CC(=C(C(=O)N(CC(=O)OC)C)C1)[N+](=O)[O-] methyl N-(5-fluoro-2-nitrobenzoyl)-N-methylglycinate